N(=[N+]=[N-])CC1CN(C=2C=CC(N(C2C1)C)=O)C1=CC=C(C=C1)C(F)(F)F 7-(azidomethyl)-1-methyl-5-(4-(trifluoromethyl)phenyl)-5,6,7,8-tetrahydro-1,5-naphthyridin-2(1H)-one